OC1=CC=C(C=C1)C1=CN=C(N1C)C=1CN(CC1)C(=O)OC(C)(C)C tert-butyl 3-(5-(4-hydroxyphenyl)-1-methyl-1H-imidazol-2-yl)-2,5-dihydro-1H-pyrrole-1-carboxylate